FS(C1=CC=C(C=C1)N1N=C(C2=CC=CC=C12)CNC(C=C)=O)(F)(F)(F)F N-((1-(4-(pentafluoro-lambda6-sulfanyl)phenyl)-1H-indazol-3-yl)methyl)acrylamide